COC1=CC(=NC=C1)C=1N=C(C2=C(N1)CCC2)N([C@@H]2C(N(CC2)C2=CC=CC=C2)=O)C (3S)-3-{[2-(4-methoxypyridin-2-yl)-5H,6H,7H-cyclopenta[d]pyrimidin-4-yl](methyl)amino}-1-phenylpyrrolidin-2-one